tert-butyl 4-(1-ethynylcyclopropyl)piperazine-1-carboxylate C(#C)C1(CC1)N1CCN(CC1)C(=O)OC(C)(C)C